C1(=CC=CC=C1)C#CCN1C=2N(CC(C1)CNC(C=C)=O)N=CC2 N-((4-(3-phenylprop-2-yn-1-yl)-4,5,6,7-tetrahydropyrazolo[1,5-a]pyrimidin-6-yl)methyl)acrylamide